(3',4'-dimethoxy-[1,1'-biphenyl]-3-yl)(3,4-dimethoxyphenyl)methanone COC=1C=C(C=CC1OC)C1=CC(=CC=C1)C(=O)C1=CC(=C(C=C1)OC)OC